FC1(CN(CC1(C)C)C1=CC(=NC=2N1N=CC2CC)C=2C(=NC(=NC2)OC)OC)F 7-(3,3-difluoro-4,4-dimethylpyrrolidin-1-yl)-5-(2,4-dimethoxypyrimidin-5-yl)-3-ethylpyrazolo[1,5-a]pyrimidine